7-[2-chloro-6-(thiazol-4-ylmethoxy)phenyl]-3-(4-isoquinolyl)-1H-quinazoline-2,4-dione ClC1=C(C(=CC=C1)OCC=1N=CSC1)C1=CC=C2C(N(C(NC2=C1)=O)C1=CN=CC2=CC=CC=C12)=O